C(C)(C)(C)OC(N(CC#C)C1=C(C(=CC=C1F)[N+](=O)[O-])F)=O (2,6-Difluoro-3-nitrophenyl)(prop-2-yn-1-yl)carbamic acid tert-butyl ester